N-(3-cyano-5-cyclopentylpyridin-2-yl)-2-[(1-methyl-1H-1,2,3,4-tetrazol-5-yl)sulfanyl]-5-nitrobenzamide C(#N)C=1C(=NC=C(C1)C1CCCC1)NC(C1=C(C=CC(=C1)[N+](=O)[O-])SC1=NN=NN1C)=O